C(C1=CC=CC=C1)OC1=C(N(C=C(C1=O)C(NCC1=C(C=C(C=C1F)F)F)=O)N(C(C=C)C)C(=O)OC(C)(C)C)C(=O)O 3-benzyloxy-1-[tert-butoxycarbonyl(1-methylallyl)amino]-4-oxo-5-[(2,4,6-trifluorophenyl)methylcarbamoyl]pyridine-2-carboxylic acid